COC(C(=C)C)=O.C(C=C)(=O)OC.C=C ethylene methyl acrylate methyl-methacrylate